(3-fluoro-2-(pyrimidin-2-yl)phenyl)((1S,4S,6R)-6-((5-methylpyrazin-2-yl)amino)-2-azabicyclo[2.2.1]heptan-2-yl)methanone FC=1C(=C(C=CC1)C(=O)N1[C@@H]2[C@@H](C[C@H](C1)C2)NC2=NC=C(N=C2)C)C2=NC=CC=N2